N-BOC-8-hydroxy-1,2,3,4-tetrahydroisoquinoline C(=O)(OC(C)(C)C)N1CC2=C(C=CC=C2CC1)O